(4-fluorobenzoyl)-L-leucine FC1=CC=C(C(=O)N[C@@H](CC(C)C)C(=O)O)C=C1